6-chloro-N-(4-chloro-2,5-difluorophenyl)-7-(2,2-difluoroethoxy)-1H-indole-3-sulfonamide ClC1=CC=C2C(=CNC2=C1OCC(F)F)S(=O)(=O)NC1=C(C=C(C(=C1)F)Cl)F